N-((2-(2,6-dioxopiperidin-3-yl)-6-fluoro-1,3-dioxoisoindolin-5-yl)methyl)-4,9-dioxo-4,9-dihydronaphtho[2,3-b]furan-2-carboxamide O=C1NC(CCC1N1C(C2=CC(=C(C=C2C1=O)CNC(=O)C1=CC2=C(O1)C(C1=CC=CC=C1C2=O)=O)F)=O)=O